C1(=CC(=CC=C1)C1NCCC1)C 2-(3-tolyl)-pyrrolidine